NC(CCCCCCCCCCCC(=O)OC(CCCC)CCCC)CCCCCCCCCCCC nonan-5-yl 13-aminopentacosanoate